CC1(C(C=CC=C1)N=C=O)N=C=O ortho-tolylene diisocyanate